4-methyl-5-ethyloxyl-2-ethoxycarbonyl-oxazole CC=1N=C(OC1OCC)C(=O)OCC